(dibenzofuranylphenyl)bis(diphenylfluorenyl)amine C1(=CC=CC=2OC3=C(C21)C=CC=C3)C3=C(C=CC=C3)N(C3=C(C(=CC=2C1=CC=CC=C1CC32)C3=CC=CC=C3)C3=CC=CC=C3)C3=C(C(=CC=2C1=CC=CC=C1CC32)C3=CC=CC=C3)C3=CC=CC=C3